tetrabutylammonium bis(trifluoromethane)sulfonimide salt [N-](S(=O)(=O)C(F)(F)F)S(=O)(=O)C(F)(F)F.C(CCC)[N+](CCCC)(CCCC)CCCC